C(CC1=CC=CC=C1)NC1=NC=NC(=C1)C1=CNC2=NC=CC(=C21)OC2=CC=C1CCNCC1=C2 N-phenethyl-6-(4-((1,2,3,4-tetrahydroisoquinolin-7-yl)oxy)-1H-pyrrolo[2,3-b]pyridin-3-yl)pyrimidin-4-amine